ClC=1N=C2C(=NC1NS(=O)(=O)CC1=C(C=C(C=C1)C)F)N(C(=N2)C2=NC(=CC=C2)OCC)C2=C(C=CC=C2OC)OC N-(5-Chloro-1-(2,6-dimethoxyphenyl)-2-(6-ethoxypyridin-2-yl)-1H-imidazo[4,5-b]pyrazin-6-yl)-1-(2-fluoro-4-methylphenyl)methane-sulfonamide